O=C1NC(CCC1NC(=O)C1=CC=C(C=C1)N1CCNCC1)=O 4-(4-((2,6-dioxopiperidin-3-yl)carbamoyl)phenyl)piperazin